7-Fluoro-1-(2-{6-[4-(3-hydroxy-isoxazol-5-yl)-phenyl]-pyrimidin-4-ylamino}-ethyl)-4-methoxy-1H-indole-2-carbonitrile FC=1C=CC(=C2C=C(N(C12)CCNC1=NC=NC(=C1)C1=CC=C(C=C1)C1=CC(=NO1)O)C#N)OC